7H-purin-8(9H)-one N1=CN=C2NC(NC2=C1)=O